methyl (R)-3-fluoro-6-hydroxy-4-methyl-2-((1,1,1-trifluoropropan-2-yl)oxy)benzoate FC=1C(=C(C(=O)OC)C(=CC1C)O)O[C@@H](C(F)(F)F)C